bis((2-methylpentan-2-yl)cyclopentadienyl)zirconium dichloride [Cl-].[Cl-].CC(C)(CCC)C1(C=CC=C1)[Zr+2]C1(C=CC=C1)C(C)(CCC)C